[Br-].C(C)(C)(C)OC(CC[Zn+])=O (3-(tert-butoxy)-3-oxopropyl)zinc (II) bromide